CC=1C=C2C(C=C(OC2=C(C1)C(C)NC1=C(C(=O)O)C=CC=C1)N1CCC(CC1)OC1=CC=CC=C1)=O 2-[1-[6-Methyl-4-oxo-2-(4-phenoxy-1-piperidyl)chromen-8-yl]ethylamino]benzoic acid